5-(4-(4-Methylpiperazin-1-yl)phenyl)-3-(4-phenoxyphenyl)-1H-pyrazolo[3,4-b]pyridine CN1CCN(CC1)C1=CC=C(C=C1)C=1C=C2C(=NC1)NN=C2C2=CC=C(C=C2)OC2=CC=CC=C2